F[C@H]1[C@H](C1)N1C(C(=CC=C1)NC(=O)C1=CC=2C(N=C1OC(C)C)=NN(C2)C21COC(C2)(C1)C)=O N-[1-[(1S,2R)-2-fluorocyclopropyl]-2-oxo-3-pyridinyl]-6-isopropoxy-2-(1-methyl-2-oxabicyclo[2.1.1]hex-4-yl)pyrazolo[3,4-b]pyridine-5-carboxamide